ClC=1C=C2C(=C3C1NC(NC31CCC(CC1)(F)F)=O)OC(=N2)CNC[C@@H]2COCC2 5-chloro-4',4'-difluoro-2-({[(3R)-oxolan-3-ylmethyl]amino}methyl)-7,8-dihydro-6H-spiro[[1,3]oxazolo[5,4-f]quinazoline-9,1'-cyclohexane]-7-one